2-(3-(1-ethyl-4-(4-methyl-4H-1,2,4-triazol-3-yl)-1H-pyrazol-3-yl)phenyl)-4-(trifluoromethyl)isoindolin-1-one C(C)N1N=C(C(=C1)C1=NN=CN1C)C=1C=C(C=CC1)N1C(C2=CC=CC(=C2C1)C(F)(F)F)=O